1-(3,5-difluoro-4-((4-((fluorosulfonyl)oxy)phenoxy)methyl)phenyl)-1H-1,2,4-triazole-3-carboxylic acid FC=1C=C(C=C(C1COC1=CC=C(C=C1)OS(=O)(=O)F)F)N1N=C(N=C1)C(=O)O